COC1=C(C=CC=C1OC)/C=C/C(=O)NCCCCNC(\C(=C\C)\C)=O (E)-N-(4-((E)-3-(2,3-dimethoxyphenyl)acrylamido)butyl)-2-methylbut-2-enamide